2-(2-ethoxypyridin-3-yl)-3'-ethyl-1'-[3-propoxy-2-(trifluoromethyl)phenyl]spiro[6,7-dihydro-1,7-naphthyridine-5,4'-piperidine]-8-one C(C)OC1=NC=CC=C1C1=NC=2C(NCC3(C(CN(CC3)C3=C(C(=CC=C3)OCCC)C(F)(F)F)CC)C2C=C1)=O